BrC1=C2C(SC=C2)=CC2=C1SC=C2 4-bromobenzo[1,2-b:4,5-b']dithiophene